ethyl 9-[1-(3-hydroxypropyl)-1H-pyrazol-4-yl]-6-isopropyl-10-methoxy-2-oxo-6,7-dihydro-2H-pyrido[2,1-a]isoquinoline-3-carboxylate OCCCN1N=CC(=C1)C=1C=C2CC(N3C(C2=CC1OC)=CC(C(=C3)C(=O)OCC)=O)C(C)C